3-[(4-ACETYL-1H-PYRROL-2-YL)-N-ETHYLFORMAMIDO]PROPANOIC ACID C(C)(=O)C=1C=C(NC1)C(=O)N(CC)CCC(=O)O